ClC1=C(C(=C(C=C1OC)OC)Cl)C=1C=C2C=NC(=NC2=CC1)N[C@@H]1C[C@H](C[C@H]1O)C(=O)OC |&1:25| racemic-methyl (3R,4R)-3-((6-(2,6-dichloro-3,5-dimethoxyphenyl)-quinazolin-2-yl)amino)-4-hydroxycyclopentane-1-carboxylate